ClC=1C=C(C(=NC1)OC)S(=O)(=O)NC1=CC(=C(C=C1)F)C1=NC=2C=NC(=NC2N(C1=O)C)S(=O)(=O)C 5-chloro-N-(4-fluoro-3-(8-methyl-2-(methylsulfonyl)-7-oxo-7,8-dihydropteridin-6-yl)phenyl)-2-methoxypyridine-3-sulfonamide